C(=CCCCCCCCCCC)C(C(=O)O)(CC(=O)O)C.CN1N=CC(=C1)S(=O)(=O)C1CCNCC1 4-((1-methyl-1H-pyrazol-4-yl)sulfonyl)piperidine dodecenyl-methyl-succinate